C1CCCCCCCOC(=O)CCCCCC1 1,15-pentadecanolide